C1(CCCCCC1)OC(CC(C(=O)OCC(=O)O)=C)=O (4-(cycloheptyloxy)-2-methylene-4-oxobutanoyloxy)acetic acid